ClC=1C=C(C=C(C1)Cl)C1=NOC(C1)C 3-(3,5-Dichlorophenyl)-5-methyl-4H-isoxazol